FC=1C=C(C=CC1C1=NOC(=N1)C(F)(F)F)COC1=NC=NC=C1C 4-({3-fluoro-4-[5-(trifluoromethyl)-1,2,4-oxadiazol-3-yl]phenyl}methoxy)-5-methylpyrimidine